Cl.CC1=NC=CC(=C1C)C1CCC(CC1)N 4-(2,3-dimethylpyridin-4-yl)cyclohexylamine hydrochloride